COC(CCCCC(CCCl)Cl)=O 6,8-dichlorooctanoic acid methyl ester